C(C)(C)(C)C(C(=O)O)CCCCCCC=CCCCCCCCC mono-t-butyl-9-octadecenoic acid